2-((2-(trans-4-hydroxy-cis-4-methylcyclohexyl)-6-methoxy-2H-indazol-5-yl)carbamoyl)-6-methylpyridine OC1(CCC(CC1)N1N=C2C=C(C(=CC2=C1)NC(=O)C1=NC(=CC=C1)C)OC)C